3-(4-(pyrrolidin-1-yl)phenyl)acrylaldehyde N1(CCCC1)C1=CC=C(C=C1)C=CC=O